BrC1=CC(=C2C(=C(C=NC2=C1)S(=O)(=O)NC(C)C)O)F 7-Bromo-5-fluoro-4-hydroxy-N-isopropylquinoline-3-sulfonamide